5-chloro-2-methyl-thiazolo[5,4-b]pyridine ClC1=CC=C2C(=N1)SC(=N2)C